C(\C=C/C(=O)[O-])(=O)[O-].[NH4+].[NH4+] Diammonium maleate